CC=1C2=C(C=3C=4C(=CC=CC4C=CC3)C1C#N)C=CC=C2 8-methylbenzo[4,5]cyclohepta[1,2,3-de]naphthalene-7-nitrile